2-(6,7-dihydro-4H-thieno[3,4-c]pyran-1-yl)-4,4,5,5-tetramethyl-1,3,2-dioxaborolane C=1(SC=C2COCCC21)B2OC(C(O2)(C)C)(C)C